1-{1-[4-chloro-4'-(pyrrolidin-1-yl)[1,1'-biphenyl]-2-yl]piperidin-3-yl}-5-(difluoromethyl)-1H-pyrazole-4-carboxylate ClC1=CC(=C(C=C1)C1=CC=C(C=C1)N1CCCC1)N1CC(CCC1)N1N=CC(=C1C(F)F)C(=O)[O-]